S1C=NC2=C1C=C(C=C2)S(=O)(=O)N2CC1=C(C2)CN(C1)C(=O)NCC1=CC=C(C=C1)OC(C)C 5-(1,3-Benzothiazole-6-sulfonyl)-N-{[4-(propan-2-yloxy)phenyl]methyl}-1H,2H,3H,4H,5H,6H-pyrrolo[3,4-c]pyrrole-2-carboxamide